4-methoxy-N-(1-(3-methyloxetan-3-yl)piperidin-4-yl)-5-(1-(2,2,2-trifluoroethyl)-1H-benzo[d][1,2,3]triazol-6-yl)pyrrolo[2,1-f][1,2,4]triazin-2-amine COC1=NC(=NN2C1=C(C=C2)C=2C=CC1=C(N(N=N1)CC(F)(F)F)C2)NC2CCN(CC2)C2(COC2)C